P(=O)(OC[N+]1=C(C(=CC=C1)C1=CC(=NO1)CC1=CC=C(C=C1)OC=1SC=C(N1)Cl)N)(O)[O-] (2-amino-3-(3-(4-((4-chlorothiazol-2-yl)oxy)benzyl)isoxazol-5-yl)pyridin-1-ium-1-yl)methyl hydrogen phosphate